tert-butyl (R)-(1-((2-(5-(4-bromophenyl)-1H-imidazol-2-yl)pyridin-4-yl)methyl)piperidin-3-yl)carbamate BrC1=CC=C(C=C1)C1=CN=C(N1)C1=NC=CC(=C1)CN1C[C@@H](CCC1)NC(OC(C)(C)C)=O